C[NH+]1C(N(C(C1)C)C)C 1,2,3,4-tetramethylimidazolinium